N-(4-cyanobenzyl)-1-methyl-2-oxo-8-((1-(N-(2-(pyridin-2-yl)ethyl)sulfamoyl)cyclopropyl)methoxy)-1,2-dihydropyrido[2,3-d]pyridazine-3-carboxamide C(#N)C1=CC=C(CNC(=O)C2=CC=3C(=C(N=NC3)OCC3(CC3)S(NCCC3=NC=CC=C3)(=O)=O)N(C2=O)C)C=C1